FC1=CC=C(CN2N=C(N=C2C)N2CCN(CC2)C=2C=NN3C2C=CC(=C3)C=3C=NN(C3)C)C=C1 3-(4-(1-(4-fluorobenzyl)-5-methyl-1H-1,2,4-triazol-3-yl)piperazin-1-yl)-6-(1-methyl-1H-pyrazol-4-yl)pyrazolo[1,5-a]pyridine